COC1=CC=C(C=C1)C1=CC2(CN(C2)C(=O)C=2C=C3CN(C(C3=CC2)=O)C2C(NC(CC2)=O)=O)C1 3-(5-(6-(4-methoxyphenyl)-2-azaspiro[3.3]hept-5-ene-2-carbonyl)-1-oxoisoindolin-2-yl)piperidine-2,6-dione